(2',3'-dichloro-6-methoxy-[2,4'-bipyridin]-5-yl)methanol ClC1=NC=CC(=C1Cl)C1=NC(=C(C=C1)CO)OC